FC1=C(C(=C2C=CNC2=C1)CC(=O)O)OC1=CC(=C(C=C1)F)C=1NC(=CN1)C(C)(C)C1=CC=CC=C1 2-(6-Fluoro-5-(4-fluoro-3-(5-(2-phenylpropan-2-yl)-1H-imidazol-2-yl)phenoxy)-1H-indol-4-yl)acetic acid